ClC1=NC=NC=2N(C3=CC(=CC=C3C21)S(=O)(=O)NC2(CC2)C#N)C=2SC(=NN2)C(F)F 4-chloro-N-(1-cyanocyclopropyl)-9-[5-(difluoromethyl)-1,3,4-thiadiazol-2-yl]pyrimido[4,5-b]indole-7-sulfonamide